(S)-3-(2-benzyl-3-chloro-7-oxo-2,4,5,7-tetrahydro-6H-pyrazolo[3,4-c]pyridin-6-yl)-8-(3-hydroxy-3-methylbut-1-yn-1-yl)-5-methyl-2,3-dihydrobenzo[b][1,4]oxazepin-4(5H)-one C(C1=CC=CC=C1)N1N=C2C(N(CCC2=C1Cl)[C@@H]1C(N(C2=C(OC1)C=C(C=C2)C#CC(C)(C)O)C)=O)=O